ClC1=C(C(=CC=C1)Cl)C1=C(C(=O)NC1=O)C1=C(C=CC=C1Cl)Cl bis-(2,6'-dichlorophenyl)maleimide